C(\C(\C)=C/C(=O)[O-])(=O)OCCCCCCCC n-octyl citraconate